C1(CCC1)C=1C(=NN(C1NC(=O)[C@H]1C(C1)(F)F)C)C1CC(C1)(C)C (S)-N-(4-cyclobutyl-3-(3,3-dimethylcyclobutyl)-1-methyl-1H-pyrazol-5-yl)-2,2-difluorocyclopropane-1-carboxamide